BrC=1C(=C(C(=CC1)N1CCOCC1)CN(C)C)F 1-(3-bromo-2-fluoro-6-morpholinophenyl)-N,N-dimethylmethanamine